OC1=C(C(=O)OC)C=CC(=C1)C(=O)OC Dimethyl hydroxyterephthalate